C1(=CC=CC=C1)C(C)(C1=CC=CC=C1)SCCC[Si](OCC)(OCC)OCC (3-((1,1-diphenylethyl)thio)propyl)triethoxysilane